C(C1=CC=CC=C1)N1CCC(CCC1)NC1=C2C(=NC=C1C(=O)NC)NC=C2 4-((1-Benzylazepan-4-yl)amino)-N-methyl-1H-pyrrolo[2,3-b]pyridine-5-carboxamide